6-methoxy-4-(1-((6-(4-methyl-[1,3'-bipiperidin]-1'-yl)pyridazin-3-yl)methyl)-1H-1,2,3-triazol-4-yl)-1H-indazole COC1=CC(=C2C=NNC2=C1)C=1N=NN(C1)CC=1N=NC(=CC1)N1CC(CCC1)N1CCC(CC1)C